ClC=1C=C(C=CC1O)NC(OC(C)(C)C)=O tert-Butyl (3-chloro-4-hydroxyphenyl)carbamate